(8-((4-methoxybenzyl)oxy)oct-1-yn-1-yl)trimethylsilane tert-butyl-3,3-difluoro-4-(4-(2-fluoro-4-nitrophenyl)piperazin-1-yl)-3,6-dihydropyridine-1(2H)-carboxylate C(C)(C)(C)OC(=O)N1CC(C(=CC1)N1CCN(CC1)C1=C(C=C(C=C1)[N+](=O)[O-])F)(F)F.COC1=CC=C(COCCCCCCC#C[Si](C)(C)C)C=C1